C(CCCCCCC)C(C(=O)OCCCCCCCN(CCCCCCCOC(C(CCCCCCCC)CCCCCCCC)=O)CCO)CCCCCCCC ((2-hydroxyethyl)azanediyl)bis(heptane-7,1-diyl) bis(2-octyldecanoate)